cyclopropyl-1H-imidazole-2-carboxylic acid ethyl ester C(C)OC(=O)C=1N(C=CN1)C1CC1